C1(=CC=CC=C1)C1=C(C(=NN=N1)C=1C(=C(C=CC1)C=1C(=CC=CC1)C1=CC=CC=C1)C1=CC=CC=2C3=CC=CC=C3C3=CC=CC=C3C12)C1=CC=CC=C1 (diphenyltriazinyl)(triphenyleneyl)terbenzene